C(C1=CC=CC=C1)OC(=O)N1CCNC2=CC=CC(=C12)C 8-methyl-2,3-dihydroquinoxaline-1-carboxylic acid benzyl ester